N-(2-sulfamoyl-4-pyridyl)-5-(trifluoromethyl)-2-[2-[4-(trifluoromethyl)-phenyl]morpholin-4-yl]pyridine-3-carboxamide S(N)(=O)(=O)C1=NC=CC(=C1)NC(=O)C=1C(=NC=C(C1)C(F)(F)F)N1CC(OCC1)C1=CC=C(C=C1)C(F)(F)F